3-(benzyloxy)-N-(3,5-dichloropyridin-4-yl)-4-(difluoromethoxy)benzamide C(C1=CC=CC=C1)OC=1C=C(C(=O)NC2=C(C=NC=C2Cl)Cl)C=CC1OC(F)F